C(C1=CC=CC=C1)OC(NC[C@H]1C[C@@H]([C@@H]2OC(O[C@@H]21)(C)C)O)=O benzyl-N-{[(3aR,4R,6S,6aS)-6-hydroxy-2,2-dimethyl-tetrahydro-3aH-cyclopenta[d][1,3]dioxol-4-yl]methyl}carbamate